C(C)C=1C=NC(=NC1)N1CCC(CC1)NC1=NN2C(S1)=NC(=C2)C2=CC=C(C=C2)S(=O)(=O)C N-(1-(5-ethylpyrimidin-2-yl)piperidin-4-yl)-6-(4-(methylsulfonyl)phenyl)imidazo[2,1-b][1,3,4]thiadiazol-2-amin